1-bromo-2-(vinyl-d3)benzene BrC1=C(C=CC=C1)C(=C([2H])[2H])[2H]